C(C)(C)(C)OC(=O)N1CC2=C(C3=C(N=CN=C3NC3=CC(=C(C=C3)OC3=CC=4C(=NON4)C=C3)C)S2)CC1 4-((4-(benzo[c][1,2,5]oxadiazol-5-yloxy)-3-methylphenyl)amino)-5,6-dihydropyrido[4',3':4,5]thieno[2,3-d]pyrimidine-7(8H)-carboxylic acid tert-butyl ester